NC1=NN(C2=C(C=C(C(=C12)OC1=C(C=CC(=C1)F)Cl)NC(C1=CC(=CC(=C1)C(F)(F)F)F)=O)C#C[Si](C)(C)C)C N-(3-amino-4-(2-chloro-5-fluorophenoxy)-1-methyl-7-((trimethylsilyl)ethynyl)-1H-indazol-5-yl)-3-fluoro-5-(trifluoromethyl)benzamide